4-(((3,4-dihydroisoquinolin-2(1H)-yl)methyl)-4-hydroxypiperidin-1-yl)(3-((2-fluorophenyl)amino)-4-methylphenyl)methanone C1N(CCC2=CC=CC=C12)CC1N(CCC(C1)O)C1(C(C=C(C=C1)C=O)NC1=C(C=CC=C1)F)C